(5R)-9,9-dimethyl-2-(5-methyl-1,2-oxazole-3-carbonyl)-8-oxo-2-azaspiro[4.5]dec-6-ene-7-carbonitrile CC1(C(C(=C[C@]2(CCN(C2)C(=O)C2=NOC(=C2)C)C1)C#N)=O)C